C(C)(C)(C)OC(=O)N1CCC(=CC1)C=1C(=NC(=CC1)C(NC1CC1)=O)C 6-(cyclopropylcarbamoyl)-2-methyl-3',6'-dihydro-[3,4'-bipyridine]-1'(2'H)-carboxylic acid tert-butyl ester